tert-butyl 4-[7-isopropoxy-6-(pyrimidine-4-carbonylamino)imidazo[1,2-a]pyridin-2-yl]piperidine-1-carboxylate C(C)(C)OC1=CC=2N(C=C1NC(=O)C1=NC=NC=C1)C=C(N2)C2CCN(CC2)C(=O)OC(C)(C)C